CSC1=C(C=CC=C1)C=1C=C2OC=3C=CC=CC3N3C2=C(C1)OC=1C=CC=CC13 7-(2-Methylsulfanylphenyl)-5,9-dioxa-13b-azanaphtho[3,2,1-de]anthracene